1-(2-(2,6-dioxopiperidin-3-yl)-1,3-dioxoisoindolin-5-yl)piperidine-4-formaldehyde O=C1NC(CCC1N1C(C2=CC=C(C=C2C1=O)N1CCC(CC1)C=O)=O)=O